C(C)(C)(C)OC(=O)N1OCC[C@@H]1C1=NC(=CN=C1)C (3R)-3-(6-methylpyrazin-2-yl)isoxazolidine-2-carboxylic acid tert-butyl ester